ClC1=C(C=CC=C1)C1N(CCC1)C1=NC=CC=2C3=CC=C(C=C3NC12)OC 1-(2-(2-Chlorophenyl)Pyrrolidin-1-yl)-7-Methoxy-9H-β-Carboline